4-bromo-1-chloro-2-(trifluoromethoxy)benzene BrC1=CC(=C(C=C1)Cl)OC(F)(F)F